C(C1=CC=CC=C1)N(C1=NC=2N(C=C1OC(C)C(C)(C)O)N=CC2C2=CC(=C(C(=O)N[C@H]1[C@H](C1)F)C(=C2)OC)OC(F)F)C 4-(5-(benzyl(methyl)amino)-6-((3-hydroxy-3-methylbutan-2-yl)oxy)pyrazolo[1,5-a]pyrimidin-3-yl)-2-(difluoromethoxy)-N-((1R,2S)-2-fluorocyclopropyl)-6-methoxybenzamide